1,3-dioxo-2,3-dihydro-1H-isoindole O=C1NC(C2=CC=CC=C12)=O